[Lu].[Ga] gallium lutetium